1a,6b-dihydro-1H-cyclopropa[b]benzofuran-1-carbonyl azide C1(C2OC3=C(C21)C=CC=C3)C(=O)N=[N+]=[N-]